2-Methyl-5-(4-methylpiperazin-1-yl)-N-[(1R)-1-[3-[4-(4-piperidyl)phenyl]phenyl]ethyl]benzamide CC1=C(C(=O)N[C@H](C)C2=CC(=CC=C2)C2=CC=C(C=C2)C2CCNCC2)C=C(C=C1)N1CCN(CC1)C